C(CC)N[C@H]1CC2=C(N=C(S2)N)CC1 (R,S)-6-Propylamino-4,5,6,7-tetrahydro-1,3-benzothiazol-2-amin